C1(=C(C=CC=C1)C1=CC(=NC2=CC=C(C=C12)C(=O)N1CCC(CC1)C(=O)OC(C)(C)C)\C=C\1/N(C2=CC=CC=C2C1=O)C(C)=O)C1=CC=CC=C1 tert-butyl (Z)-1-(4-([1,1'-biphenyl]-2-yl)-2-((1-acetyl-3-oxoindolin-2-ylidene)methyl) quinoline-6-carbonyl)piperidine-4-carboxylate